5-[(S)-1-(5-methoxy-2-nitrophenyl)-2,2-dimethyl-propoxy]methyl-2'-deoxy-guanosine COC=1C=CC(=C(C1)[C@H](C(C)(C)C)OCC12N=CN([C@H]3C[C@H](O)[C@@H](CO)O3)C2=NC(=NC1=O)N)[N+](=O)[O-]